4-((5-ethoxybenzo[d]thiazol-2-yl)thio)-1H-1,2,3-triazole-5-carboxylic acid C(C)OC=1C=CC2=C(N=C(S2)SC=2N=NNC2C(=O)O)C1